4-methyl-2-(2-(4-(trifluoromethyl)phenyl)butanamido)thiophene-3-carboxylate CC=1C(=C(SC1)NC(C(CC)C1=CC=C(C=C1)C(F)(F)F)=O)C(=O)[O-]